CC1CC(CCC1)OCCC(=O)O 3-[(3-methylcyclohexyl)oxy]propanoic acid